C(C)(C)(C)C1N(CCC(C1)(O)CC1=C(C=CC=C1)C1=CC=C(C=C1)Cl)C(=O)O.CC(C(CO)O)(CCCC(CCCC(CCCC(C)C)C)C)O 3,7,11,15-tetramethyl-1,2,3-hexadecanetriol tert-butyl-4-((4'-chlorobiphenyl-2-yl)methyl)-4-hydroxypiperidine-1-carboxylate